4-amino-N-methyl-N-((4S)-1-methyl-7-(tri-fluoromethyl)isochroman-4-yl)imidazo[1,5-a]pyrido[3,4-e]pyrazine-8-carboxamide NC=1C=2N(C3=C(N1)C=NC(=C3)C(=O)N([C@@H]3COC(C1=CC(=CC=C31)C(F)(F)F)C)C)C=NC2